BrC1=C(C=CC2=C1C(=N[C@H](C=1N2C=CC(N1)=O)C)C1=C(C=CC=C1F)F)Cl (5S)-8-bromo-9-chloro-7-(2,6-difluorophenyl)-5-methyl-5H-pyrimido[1,2-a][1,4]benzodiazepin-3-one